N1N=CC2=CC=C(C=C12)\C=C/1\C(NC(=N1)NC1=CC=CC=C1)=O (Z)-5-((1H-indazol-6-yl)methylene)-2-(phenylamino)-3,5-dihydro-4H-imidazol-4-one